COCOC=1C(=C(N)C(=CC1)C)C 3-(methoxymethoxy)-2,6-dimethyl-aniline